CN1C=C(C=CC1=O)[C@H](CC(=O)O)N1N=C(C=C1)CCCC1=NC=2NCCCC2C=C1 (S)-3-(1-methyl-6-oxo-1,6-dihydropyridin-3-yl)-3-(3-(3-(5,6,7,8-tetrahydro-1,8-naphthyridin-2-yl)propyl)-1H-pyrazol-1-yl)propionic acid